6-[3-chloro-4-(cyclopropylmethoxy)phenyl]-N-[(6-methyl-2-morpholino-3-pyridyl)methyl]pyridazine-4-carboxamide ClC=1C=C(C=CC1OCC1CC1)C1=CC(=CN=N1)C(=O)NCC=1C(=NC(=CC1)C)N1CCOCC1